4-[(3S)-3-hydroxy-3-methyl-1-piperidyl]-5-(trifluoromethyl)pyrimidin O[C@@]1(CN(CCC1)C1=NC=NC=C1C(F)(F)F)C